BrC=1C=C(C=CC1F)N1N=C(C=2CCCC(C12)=O)C(=O)OCC ethyl 1-(3-bromo-4-fluorophenyl)-7-oxo-4,5,6,7-tetrahydro-1H-indazole-3-carboxylate